(2S)-2-(9H-fluoren-9-ylmethoxycarbonylamino)-4-[3-Fluoro-4-(trifluoromethyl)phenyl]butanoic acid C1=CC=CC=2C3=CC=CC=C3C(C12)COC(=O)N[C@H](C(=O)O)CCC1=CC(=C(C=C1)C(F)(F)F)F